7-[(2R)-1,4-dioxan-2-ylmethyl]-3-[(3-fluoro-2-methoxyphenyl)amino]-2-[2-(methylsulfanyl)pyrimidin-4-yl]-1H,5H,6H,7H-pyrrolo[3,2-c]pyridin-4-one O1[C@@H](COCC1)CC1C2=C(C(NC1)=O)C(=C(N2)C2=NC(=NC=C2)SC)NC2=C(C(=CC=C2)F)OC